2-n-butyl-1,4-dibromobenzene C(CCC)C1=C(C=CC(=C1)Br)Br